dimethylaminoglyme CN(C)C(OC)COC